N-ethyl-2-(((4-isopropylcyclohexyl)oxy)methyl)-6-methyl-3-(1H-pyrazol-5-yl)piperidine-1-carboxamide C(C)NC(=O)N1C(C(CCC1C)C1=CC=NN1)COC1CCC(CC1)C(C)C